FC1=NC(=C2N=CN(C2=N1)C1OCCCCC1)NCC1=CC(=C(C(=C1)OC)OC)OC 2-fluoro-6-[(3,4,5-trimethoxybenzyl)amino]-9-(oxepan-2-yl)-9H-purine